CCCCCCCC/C=C\\CCCCCCCCCCCCCC(=O)SCCNC(=O)CCNC(=O)[C@@H](C(C)(C)COP(=O)([O-])OP(=O)([O-])OC[C@@H]1[C@H]([C@H]([C@@H](O1)N2C=NC3=C(N=CN=C32)N)O)OP(=O)([O-])[O-])O The molecule is a C24:1-CoA(4-) arising from deprotonation of the phosphate and diphosphate functions of (15Z)-tetracosenoyl-CoA. It is a C24:1-CoA(4-) and a 3-substituted propionyl-CoA(4-). It is a conjugate base of a (15Z)-tetracosenoyl-CoA.